C(=O)(O)NCCCNCCCCNC(N)=N carboxyaminopropyl-agmatine